C(C)OC(C(C(=O)O)C1(CCOCC1)C)=O 3-Ethoxy-2-(4-methyltetrahydro-2H-pyran-4-yl)-3-oxopropanoic acid